NC(C(=O)[C@@H](NC([C@@H](NC([C@@H](NC([C@H](CCCCNC(OC(C)(C)C)=O)NC(CCCCCCCCCCCCCCC)=O)=O)C)=O)C)=O)CCCCNC(OC(C)(C)C)=O)=O Tert-butyl ((10S,13S,16S,19S)-19-(2-amino-2-oxoacetyl)-2,2,13,16-tetramethyl-4,11,14,17-tetraoxo-10-palmitamido-3-oxa-5,12,15,18-tetraazatricosan-23-yl)carbamate